C(C)(C)(C)OOC=1C(=C(C=CC1)C(C)C)OOC(C)(C)C bis(tert-butyl-peroxy)cumene